C1(CC1)C=1N=CN(C1)C1=CC=C(C=C1)B(O)O [4-(4-cyclopropylimidazol-1-yl)phenyl]boronic acid